1-(cyclopropylmethyl)-6-(2-ethoxy-5-fluoro-phenyl)-3H-imidazo[4,5-b]Pyridine C1(CC1)CN1CNC2=NC=C(C=C21)C2=C(C=CC(=C2)F)OCC